decylmyristyl alcohol C(CCCCCCCCC)CCCCCCCCCCCCCCO